FC[C@H]1[C@H](C1)C(=O)NC=1N=CC2=C(N=CC(=C2C1)C=1OC2=C(N1)C=C(C=C2)N2CCOCC2)NC (1S,2R)-2-(fluoromethyl)-N-(8-(methylamino)-5-(5-morpholinobenzo[d]oxazol-2-yl)-2,7-naphthyridin-3-yl)cyclopropane-1-carboxamide